(6R)-6-{[8-methoxy-2-(4-methoxyphenyl)[1,2,4]triazolo[1,5-c]quinazolin-5-yl]amino}-1,4-diazepan-5-one COC=1C=CC=2C=3N(C(=NC2C1)N[C@H]1C(NCCNC1)=O)N=C(N3)C3=CC=C(C=C3)OC